methyl 3-(9-((4-(((tert-butoxycarbonyl)amino)methyl)phenyl)carbamoyl)-4,5-dihydrobenzo[b]thieno[2,3-d]oxepin-8-yl)-6-((2,6-dimethylheptan-4-yl)carbamoyl)picolinate C(C)(C)(C)OC(=O)NCC1=CC=C(C=C1)NC(=O)C1=CC2=C(OCCC3=C2SC=C3)C=C1C=1C(=NC(=CC1)C(NC(CC(C)C)CC(C)C)=O)C(=O)OC